Cl.Cl.N1(CC(C1)S(=O)(=O)N)C1CNC1 [1,3'-Biazetidine]-3-sulfonamide Dihydrochloride